BrCCC(=O)C1=CC2=C(OCCO2)C=C1 3-bromo-1-(2,3-dihydrobenzo[b][1,4]dioxin-6-yl)propan-1-one